C(C)(C)(C)C1=CC=C(C=C1)C#CCl 1-tert-butyl-4-(chloroethynyl)benzene